C(C)N([C@@H]1CC[C@H](CC1)C1=CC2=C(NC(O2)=O)C=C1)CCCC1=CC=C(C=C1)C(F)(F)F 6-(trans-4-{Ethyl-[3-(4-trifluoromethylphenyl)propyl]amino}cyclohexyl)-3H-benzoxazol-2-one